C[C@@H]1NC2=CC=C3C(=C2CC1)N=C(N3CC(NCC3=NC=CC=N3)=O)CCN3N=CC=C3 (7S)-7-Methyl-2-[2-(1H-pyrazol-1-yl)ethyl]-3-({[(pyrimidin-2-yl)methyl]carbamoyl}methyl)-3H,6H,7H,8H,9H-imidazo[4,5-f]chinolin